2-(perfluoroethyl)-4-(p-tolyl)imidazo[1',2':1,6]pyrido[2,3-d]pyrimidine-8-carbohydrazide FC(C(F)(F)F)(C=1N=C(C2=C(N1)N1C(C=C2)=NC(=C1)C(=O)NN)C1=CC=C(C=C1)C)F